4-amino-3-chloro-6-(4-Chloro-2-fluoro-3-methylphenyl)-5-fluoropyridine-2-carboxylic acid NC1=C(C(=NC(=C1F)C1=C(C(=C(C=C1)Cl)C)F)C(=O)O)Cl